1-{[5-(4-chlorobenzamido)-2-[(4-chlorophenyl)methyl]-3-oxo-1,2,4-thiadiazolidin-4-yl]methoxy}-4-methyl-1-oxopentan-2-aminium Trifluoroacetate FC(C(=O)[O-])(F)F.ClC1=CC=C(C(=O)NC2N(C(N(S2)CC2=CC=C(C=C2)Cl)=O)COC(C(CC(C)C)[NH3+])=O)C=C1